C(CCC)OC(C(=O)Cl)=O butyl-2-chloro-2-oxoacetate